trans-oleyl-phosphorylcholine C(CCCCCCC\C=C\CCCCCCCC)P(=O)=C(O)C[N+](C)(C)C